COC1(CC1)CC1(CCC2(OCCO2)CC1)C#N 8-((1-Methoxycyclopropyl)methyl)-1,4-dioxaspiro[4.5]decane-8-carbonitrile